NC1=C(C=C(N=N1)C1=C(C=CC=C1)O)N1C[C@H]2CC[C@@H](C1)N2C2=CC(=CC=C2)OC2CCNCC2 2-(6-amino-5-((1R,5S)-8-(3-(piperidin-4-yloxy)phenyl)-3,8-diazabicyclo[3.2.1]octan-3-yl)pyridazin-3-yl)phenol